CO[C@@H]1CN(CCC1)[C@H]1COC2=CC=CC=C2[C@@H]1N (3R,4S)-3-((S)-3-methoxypiperidin-1-yl)chroman-4-amine